N1N=C(C=2CC3C(CC12)C3)C(=O)N 1H,4H,4aH,5H,5aH,6H-cyclopropa[f]indazole-3-carboxamide